O=C1C=C(OC2=C1C=CC=1N=C(NC12)C(F)(F)F)C1=CC=C(C=C1)C1N(CCCC1)C(=O)OC(C)(C)C tert-butyl 2-(4-(6-oxo-2-(trifluoromethyl)-1,6-dihydrochromeno[7,8-d]imidazol-8-yl)phenyl)piperidine-1-carboxylate